CC1=C(OC=2C=C3C(=NN(C3=CC2C=2C3=C(C(N(C2)C)=O)NC(=C3)C(=O)NCC)CC(C)(C)O)CCCN3CCOCC3)C(=CC=C1)C 4-(5-(2,6-dimethylphenoxy)-1-(2-hydroxy-2-methylpropyl)-3-(3-morpholinopropyl)-1H-indazol-6-yl)-N-ethyl-6-methyl-7-oxo-6,7-dihydro-1H-pyrrolo[2,3-c]pyridine-2-carboxamide